C(C[C@@](CC(=O)O)(C(=O)O)O)C(=O)O The molecule is the (R)-enantiomer of homocitric acid. It is a conjugate acid of a (2R)-homocitrate(3-). It is an enantiomer of a (2S)-homocitric acid.